NC1=C(C=C(C=C1)S(=O)(=O)NNC(C1=CC=C(C=C1)O)=O)N1CCNCC1 4-amino-N'-(4-hydroxybenzoyl)-3-(piperazin-1-yl)benzenesulfonohydrazide